(2S)-N-{(1S)-1-Cyano-2-[4'-(methylsulfonyl)biphenyl-4-yl]ethyl}-1,4-oxazepane C(#N)[C@H](CC1=CC=C(C=C1)C1=CC=C(C=C1)S(=O)(=O)C)N1CCOCCC1